C=C1CCC(CC1)C(C)C 3-methylene-6-(1-methylethyl)-cyclohexane